CC(C(Cl)(Cl)Cl)(Cl)Cl PENTACHLOROPROPANE